(S)-3,3-difluoro-5-((4-((2-hydroxy-1-phenylethyl)amino)-5-(3-(quinuclidin-4-yl)-1,2,4-oxadiazol-5-yl)pyrimidin-2-yl)amino)isoindolin-1-one FC1(NC(C2=CC=C(C=C12)NC1=NC=C(C(=N1)N[C@H](CO)C1=CC=CC=C1)C1=NC(=NO1)C12CCN(CC1)CC2)=O)F